C=C1C=CC=C2C=NC(=C12)C(=O)[O-] 7-methyleneisoindole-1-carboxylate